5-amino-2-[2-(methylsulfonyl)phenyl]-6-(5-methyl-1H-indazol-4-yl)pyrimidine-4-carboxamide NC=1C(=NC(=NC1C1=C2C=NNC2=CC=C1C)C1=C(C=CC=C1)S(=O)(=O)C)C(=O)N